5-fluoro-2-((4-fluoro-2-methylphenyl)-amino)-N-(6-methoxy-2-methylpyridin-3-yl)-4-(trifluoromethyl)-benzamide FC=1C(=CC(=C(C(=O)NC=2C(=NC(=CC2)OC)C)C1)NC1=C(C=C(C=C1)F)C)C(F)(F)F